ClC=1C=C(CNC(C2=C(C=CC(=C2)F)OC)=O)C=CC1C(=O)C1=CNC2=NC=CC(=C21)NC2CCC(CC2)CO N-(3-chloro-4-(4-(((1r,4r)-4-(hydroxymethyl)cyclohexyl)amino)-1H-pyrrolo[2,3-b]pyridin-3-carbonyl)benzyl)-5-fluoro-2-methoxybenzamide